BrC1=C(N(C(C(=C1)C(=O)OCC)=O)C1=CC=C(C=C1)F)C(=O)O 3-bromo-5-(ethoxycarbonyl)-1-(4-fluorophenyl)-6-oxo-1,6-dihydropyridine-2-carboxylic acid